C(C)OC1=C(C=C2C(=NC=NC2=C1)C=1C(=NN(C1)C(C)C)C1=CC=CC=C1)CO (7-ethoxy-4-(1-isopropyl-3-phenyl-1H-pyrazol-4-yl)quinazolin-6-yl)methanol